CN1C(C2=C(C(=C1)C1=C(C=CC(=C1)S(=O)(=O)C)OC=1C(=NC=CC1)C)C=CN2)=O 6-methyl-4-{2-[(2-methylpyridin-3-yl)oxy]-5-(methylsulfonyl)phenyl}-1,6-dihydro-7H-pyrrolo[2,3-c]pyridin-7-one